C(C)C=1C(=CC=C2C=C(C=C(C12)C1=CC=C2C(=NC(=NC2=C1F)OC[C@]12CCCN2C[C@@H](C1)F)N1C[C@@H](CC(C1)(F)F)N)OCOC)F (R)-1-(7-(8-ethyl-7-fluoro-3-(methoxymethoxy)naphthalen-1-yl)-8-fluoro-2-(((2R,7aS)-2-fluorotetrahydro-1H-pyrrolizin-7a(5H)-yl)methoxy)quinazolin-4-yl)-5,5-difluoropiperidin-3-amine